butyl 2-(5-((3,4-dimethoxybenzyl)amino)-2-(methylthio)-6-oxopyrimidin-1(6H)-yl)acetate COC=1C=C(CNC2=CN=C(N(C2=O)CC(=O)OCCCC)SC)C=CC1OC